N-cyclooctyl-4-(2,4-difluorophenyl)-1H-pyrrole-2-carboxamide C1(CCCCCCC1)NC(=O)C=1NC=C(C1)C1=C(C=C(C=C1)F)F